2-(4-(3-(6-(4-isopropyl-4H-1,2,4-triazol-3-yl)pyridin-2-yl)-2-oxoimidazolidin-1-yl)phenyl)-2-morpholinoacetonitrile C(C)(C)N1C(=NN=C1)C1=CC=CC(=N1)N1C(N(CC1)C1=CC=C(C=C1)C(C#N)N1CCOCC1)=O